NC1=NC(N(C=C1)C1=CC=C(C=C1)CCO[Si](C)(C)C(C)(C)C)=O 4-amino-1-(4-(2-((t-butyldimethylsilyl)oxy)ethyl)phenyl)pyrimidin-2(1H)-one